diethyl 1-benzyl-6-methyl-4-(4-nitrophenyl)-9-oxo-8-phenyl-1,7,8-triazaspiro[4.4]non-2,6-diene-2,3-dicarboxylate C(C1=CC=CC=C1)N1C(=C(C(C12C(=NN(C2=O)C2=CC=CC=C2)C)C2=CC=C(C=C2)[N+](=O)[O-])C(=O)OCC)C(=O)OCC